N-(1-(4-((5-chloro-4-(1H-indol-3-yl)pyrimidin-2-yl)amino)-3-methoxy-phenyl)piperidin-4-yl)-7-((2-(2,6-dioxopiperidin-3-yl)-1,3-dioxoisoindolin-4-yl)amino)-N-methyl-heptanamide ClC=1C(=NC(=NC1)NC1=C(C=C(C=C1)N1CCC(CC1)N(C(CCCCCCNC1=C2C(N(C(C2=CC=C1)=O)C1C(NC(CC1)=O)=O)=O)=O)C)OC)C1=CNC2=CC=CC=C12